ethyl 6-bromo-4-chloro-[1,2,3]triazolo[1,5-a]pyridine-3-carboxylate BrC=1C=C(C=2N(C1)N=NC2C(=O)OCC)Cl